O[C@@H](CN(C1CCN(CC1)C(=O)C=1C=CC2=C(N(C(=[N+]2CC)CNC(=O)C2=NC(=C(N=C2N)N)Cl)CC)C1)C[C@@H]([C@H]([C@@H]([C@@H](CO)O)O)O)O)[C@H]([C@@H]([C@@H](CO)O)O)O 6-(4-{bis[(2S,3R,4R,5R)-2,3,4,5,6-pentahydroxyhexyl]amino}piperidine-1-carbonyl)-2-{[(3,5-diamino-6-chloropyrazin-2-yl)formamido]methyl}-1,3-diethyl-1H-1,3-benzodiazol-3-ium